NC=1N=NC(=CC1C=1C=NN(C1)C1C[C@H]2COC[C@@H](C1)N2C(=O)OC(C)(C)C)C2=C(C=CC=C2)OCOC tert-butyl (1R,5S,7s)-7-(4-(3-amino-6-(2-(methoxymethoxy)phenyl) pyridazin-4-yl)-1H-pyrazol-1-yl)-3-oxa-9-azabicyclo[3.3.1]nonane-9-carboxylate